ClC1=C(C=CC=C1Cl)C1=NC=C2N1C=CN=C2N2CCC1(CC2)OC2=C([C@H]1N)C=CC=C2 (R)-1'-(3-(2,3-dichlorophenyl)imidazo[1,5-a]pyrazin-8-yl)-3H-spiro[benzofuran-2,4'-piperidine]-3-amine